tert-butyl ((1S,3R)-3-(6-(4,5-dihydrofuran-2-yl)-2-(2-fluorophenyl)-1H-imidazo[4,5-c]pyridin-1-yl)cyclohexyl)carbamate O1C(=CCC1)C1=CC2=C(C=N1)N=C(N2[C@H]2C[C@H](CCC2)NC(OC(C)(C)C)=O)C2=C(C=CC=C2)F